C1C(CCCCCC)O1 1-Octen oxid